C(CC(CCCC=CCCCCCCCC)O)O 7-hexadecene-1,3-diol